NC1=C2C(C3(C(OC4=C3C=CC(=C4)OC)(C2=CC=C1)O)NC(C)=O)=O N-(1-amino-4b-hydroxy-7-methoxy-10-oxo-9b,10-dihydro-4bH-indeno[1,2-b]benzofuran-9b-yl)acetamide